3-hydroxy-1,2,3,3a-tetrahydro-9H-benzo[e]pyrrolo[2,1-b][1,3]oxazin-9-one OC1CCN2C1OC1=C(C2=O)C=CC=C1